1,1,1,2,2,3,3,4,4,5,5,6,6-Tridecafluoro-8-iodooctane FC(C(C(C(C(C(CCI)(F)F)(F)F)(F)F)(F)F)(F)F)(F)F